(R)-N-(8-fluoro-2-methylimidazo[1,2-a]pyridin-6-yl)-6-(3-(methylamino)pyrrolidin-1-yl)pyridazine-3-carboxamide FC=1C=2N(C=C(C1)NC(=O)C=1N=NC(=CC1)N1C[C@@H](CC1)NC)C=C(N2)C